(S)-4-(3-trifluoromethyl-3-hydroxypyrrole-1-yl)-6-(6-(trifluoromethyl)pyridine-2-yl)-N-(2-(trifluoromethyl)pyridine-4-yl)-1,3,5-triazine-2-amine FC([C@]1(CN(C=C1)C1=NC(=NC(=N1)C1=NC(=CC=C1)C(F)(F)F)NC1=CC(=NC=C1)C(F)(F)F)O)(F)F